OC(C#CC1=CC=C2C(=NC=3N(C2=C1)C=NN3)N(C=3C=C(C=CC3)CC(C#C)(O)C)C)(C)C (3-((8-(3-hydroxy-3-methylbut-1-yn-1-yl)-[1,2,4]triazolo[4,3-a]quinazolin-5-yl)(methyl)amino)phenyl)-2-methylbut-3-yn-2-ol